1-(4-methoxy-1,3,5-triazin-2-yl)-1H-pyrazole-4-carbaldehyde COC1=NC(=NC=N1)N1N=CC(=C1)C=O